isopropyl (4-bromo-3-(dimethylphosphoryl) phenyl)carbamate BrC1=C(C=C(C=C1)NC(OC(C)C)=O)P(=O)(C)C